2-(3-bromoimidazo[1,2-a]pyridin-6-yl)-1,3,4-oxadiazoleN BrC1=CN=C2N1C=C(C=C2)C=2OCNN2